(S)-2-(4-(7H-pyrrolo[2,3-d]pyrimidin-4-yl)piperazin-1-yl)-N-(4-(piperidin-1-ylsulfonyl)phenyl)propenamide N1=CN=C(C2=C1NC=C2)N2CCN(CC2)C(C(=O)NC2=CC=C(C=C2)S(=O)(=O)N2CCCCC2)=C